C1(=CC(=CC=C1)C(=O)OC)C1=CC(=CC=C1)C(=O)OC dimethyl 3,3'-biphenyldicarboxylate